2,6-di-tert-butyl-p-dimethylaminocresol C(C)(C)(C)C1(CC(=CC(=C1O)C(C)(C)C)N(C)C)C